FC=1C=CC(=C(C1)C(C)=O)O 1-(5-fluoro-2-hydroxyphenyl)ethanone